4-bromothiophene-2-carboxamide BrC=1C=C(SC1)C(=O)N